N-((1-(isopropylamino)cyclohexyl)methyl)-4-(phenylethynyl)benzamide C(C)(C)NC1(CCCCC1)CNC(C1=CC=C(C=C1)C#CC1=CC=CC=C1)=O